[3-fluoro-4-(N-methylcyclopropaneamido)phenyl]boronic acid FC=1C=C(C=CC1N(C(=O)C1CC1)C)B(O)O